O(C)C=C1CCCC1 methoxylmethylenecyclopentane